methyl bis(2-propynyl) phosphate P(=O)(OC)(OCC#C)OCC#C